6-fluoro-5-(2-morpholino-2-oxoethoxy)pyridin FC1=C(C=CC=N1)OCC(=O)N1CCOCC1